styrene-malic anhydride C1=CC=C(C=C1)C=CC2C(C(=O)OC2=O)O